(R)-N-((S)-chroman-4-yl)-4-(4,4-diethyl-2-imino-6-oxotetrahydropyrimidin-1(2H)-yl)-2,2-dimethylchromane-6-carboxamide O1CC[C@@H](C2=CC=CC=C12)NC(=O)C=1C=C2[C@@H](CC(OC2=CC1)(C)C)N1C(NC(CC1=O)(CC)CC)=N